di-t-butyl-(2',4',6'-triisopropyl-3,6-dimethoxybiphenyl-2-yl)phosphine C(C)(C)(C)P(C1=C(C(=CC=C1OC)OC)C1=C(C=C(C=C1C(C)C)C(C)C)C(C)C)C(C)(C)C